10,13,16-docosatrienoic acid C(CCCCCCCCC=CCC=CCC=CCCCCC)(=O)O